CN1N=CC2=C1C=1N(CCC2)N=C2C1CN(CC2)C(=O)OC(C)(C)C tert-Butyl 1-methyl-4,5,6,9,10,12-hexahydropyrazolo[3,4-c]pyrido-[4',3':3,4]pyrazolo[1,5-a]azepine-11(1H)-carboxylate